1-(4-(3-(bicyclo[2.2.1]heptan-2-yl)-1,2,4-oxadiazol-5-yl)piperidin-1-yl)-2-(3-methyl-1,2,4-oxadiazol-5-yl)ethan-1-one C12C(CC(CC1)C2)C2=NOC(=N2)C2CCN(CC2)C(CC2=NC(=NO2)C)=O